ClC=1C=C(C=CC1Cl)NC(=S)NC1=CC(=CC=C1)F N-(3,4-dichlorophenyl)-N'-(3-fluorophenyl)thiourea